ethyl 2-[4-cyclopropyl-2-[(4-methoxyphenyl)methyl-methyl-amino]-7-oxo-thieno[2,3-d]pyridazin-6-yl]acetate C1(CC1)C=1C2=C(C(N(N1)CC(=O)OCC)=O)SC(=C2)N(C)CC2=CC=C(C=C2)OC